6-bromo-3-ethyl-2-((R)-1-((S)-6-ethyl-1,4-diazepan-1-yl)butyl)quinazolin-4(3H)-one BrC=1C=C2C(N(C(=NC2=CC1)[C@@H](CCC)N1CCNC[C@@H](C1)CC)CC)=O